O1CCC(CC1)N1C(=NC2=C1C=CC(=C2)C(=O)OCC)NC=2SC1=C(N2)C=CC(=C1)OC(F)(F)F ethyl 1-(tetrahydro-2H-pyran-4-yl)-2-((6-(trifluoromethoxy) benzo[d]thiazol-2-yl) amino)-1H-benzo[d]imidazole-5-carboxylate